C(#N)C=1C=NN2C1C(=CC(=C2)OCC)C=2C=CC(=NC2)N2CCC(CC2)(C)NC(C2=NC=CC=C2)=O N-(1-(5-(3-cyano-6-ethoxypyrazolo[1,5-a]pyridin-4-yl)pyridin-2-yl)-4-methylpiperidin-4-yl)picolinamide